C(CC=C)N1N=CC(=C1)C=1C2=C(N=C(N1)NC1=CC=C(C=C1)C1CCN(CC1)C(=O)OC(C)(C)C)NC=C2 tert-Butyl 4-(4-((4-(1-(but-3-en-1-yl)-1H-pyrazol-4-yl)-7H-pyrrolo[2,3-d]pyrimidin-2-yl)amino)phenyl)piperidine-1-carboxylate